CC1C(=O)OCCCCCC1 methyl-octanolide